FC1=CC=2[C@@](C3=C(NC2N=C1)CC(CC3=O)(C)C)(C3=CC(=CC=C3)S(=O)(=O)C)C (S)-3-fluoro-5,8,8-trimethyl-5-(3-(methylsulfonyl)phenyl)-5,8,9,10-tetrahydrobenzo[b][1,8]naphthyridin-6(7H)-one